N(=[N+]=[N-])CC(=O)N[C@@H](CC(C)C)C(=O)OC methyl (2-azidoacetyl)-L-leucinate